(S)-5-(1-((tert-butoxycarbonyl)amino)-2-((cyclopropylcarbamoyl)oxy)ethyl)-2-chlorobenzoic acid C(C)(C)(C)OC(=O)N[C@H](COC(NC1CC1)=O)C=1C=CC(=C(C(=O)O)C1)Cl